(E)-methyl-4-oxo-1-((tetrahydro-2H-pyran-4-yl)methyl)-1,4-dihydropyridine-2,5-dicarboxamide CC1=C(N(C=C(C1=O)C(=O)N)CC1CCOCC1)C(=O)N